C(OC1CC(CC1)C=1C=NC(=NC1)NC1=CC(=C(C=C1)S(=O)(=O)NC(=O)OC(C)(C)C)NCCCCCNC(=O)OC(C)(C)C)(OC1=CC=C(C=C1)[N+](=O)[O-])=O 3-(2-{[3-({5-[(tert-butoxycarbonyl)amino]pentyl}amino)-4-[(tert-butoxycarbonyl)aminosulfonyl]phenyl]amino}pyrimidin-5-yl)cyclopentyl 4-nitrophenyl carbonate